BrCCC(=O)N 3-bromopropanamid